N-{[2-isopropyl-8-(6-methyl-7-oxo-6,7-dihydro-1H-pyrrolo[2,3-c]pyridin-4-yl)-3-oxo-3,4-dihydro-2H-1,4-benzoxazin-6-yl]methyl}acetamide C(C)(C)C1OC2=C(NC1=O)C=C(C=C2C=2C1=C(C(N(C2)C)=O)NC=C1)CNC(C)=O